5-((2-decyltetradecyl)amino)-5-oxopentanoic acid C(CCCCCCCCC)C(CNC(CCCC(=O)O)=O)CCCCCCCCCCCC